CC1=CC=C(C=C1)/C=C/C(=O)C1=CC=C(C=C1)S(=O)(=O)N[C@H](C(=O)O)C (2S)-2-[[4-[(E)-3-(4-Methylphenyl)prop-2-enoyl]phenyl]sulfonylamino]propanoic acid